C(#N)C1CC2(C1)C[C@H](N(CC2)CC2=C1C=CNC1=C(C=C2OC)C)C2=CC=C(C(=O)N(C)CCC(=O)O)C=C2 3-(4-((2R,4s,6S)-2-cyano-7-((5-methoxy-7-methyl-1H-indol-4-yl)methyl)-7-azaspiro[3.5]nonan-6-yl)-N-methylbenzamido)propanoic acid